6-methyl-N-phenylnicotinamide CC1=NC=C(C(=O)NC2=CC=CC=C2)C=C1